(4-(1-(2,6-diethylphenyl)azetidin-3-yl)-2,6-dimethylbenzyl)piperidine-4-carboxylic acid, formate salt C(=O)O.C(C)C1=C(C(=CC=C1)CC)N1CC(C1)C1=CC(=C(CN2CCC(CC2)C(=O)O)C(=C1)C)C